C1(CC1)N1N=CC(=C1)NC1=NC=C(C(=N1)C=1C=C2CC(COC2=CC1)C#N)C 6-(2-((1-cyclopropyl-1H-pyrazol-4-yl)amino)-5-methylpyrimidin-4-yl)chroman-3-carbonitrile